N-[4-amino-1-(2-trimethylsilylethoxymethyl)pyrazolo[4,3-c]pyridin-7-yl]-N'-benzyl-N'-(cyclohexylmethyl)oxamide NC1=NC=C(C2=C1C=NN2COCC[Si](C)(C)C)NC(=O)C(=O)N(CC2CCCCC2)CC2=CC=CC=C2